ClC=1C(=NC(=NC1)NC1=C(C=C(C=C1)N1CCC(CC1)N1CCN(CC1)C)OC)NC1=C(C=CC=C1)N(P(=O)(C)C)C N-(2-((5-chloro-2-((2-methoxy-4-(4-(4-methylpiperazin-1-yl)piperidin-1-yl)phenyl)amino)pyrimidin-4-yl)amino)phenyl)-N,P,P-trimethylphosphinic amide